(P)-3-bromo-4-((4-fluoropyridin-3-yl)methoxy)-6''-(2-hydroxypropan-2-yl)-5',6-dimethyl-2H-[1,4':2',2''-terpyridin]-2-one BrC=1C(N(C(=CC1OCC=1C=NC=CC1F)C)C1=CC(=NC=C1C)C1=NC(=CC=C1)C(C)(C)O)=O